(4-Fluorophenyl)-N-((1r,4r)-4-hydroxycyclohexyl)-3-(((2-(trifluoromethyl)imidazo[1,2-a]pyridin-5-yl)amino)methyl)azetidine-1-carboxamide FC1=CC=C(C=C1)C1N(CC1CNC1=CC=CC=2N1C=C(N2)C(F)(F)F)C(=O)NC2CCC(CC2)O